N-(3-aminopropyl)-N'-[3-[(3-aminopropyl)amino]propyl]propane-1,3-diamine NCCCNCCCNCCCNCCCN